ClC1=C(C(=CC=C1)C)C(C(=O)O)=C (2-chloro-6-METHYLPHENYL)acrylic acid